C(C)(C)(C)OC(=O)N1CCN(CC1)C1=C(C=CC=C1CNNS(=O)(=O)CC1=CC=CC=C1)Cl (E)-4-(2-chloro-6-((2-toluenesulfonylhydrazino)methyl)phenyl)piperazine-1-carboxylic acid tert-butyl ester